FC(C(=O)O)(F)F.C1(CC1)[C@H](C)N1C(C2=C(C=C(C=C2C1)C1=CC(=NC=C1)C=1NC(=C(N1)C)C(=O)N(C1CCOCC1)C)S(=O)(=O)C)=O (S)-2-(4-(2-(1-Cyclopropylethyl)-7-(methylsulfonyl)-1-oxoisoindolin-5-yl)pyridin-2-yl)-N,4-dimethyl-N-(tetrahydro-2H-pyran-4-yl)-1H-imidazole-5-carboxamide, trifluoroacetate salt